2-[3-(dibenzylamino)-2-fluoro-4-nitrophenyl]-3-methoxypropionic acid methyl ester COC(C(COC)C1=C(C(=C(C=C1)[N+](=O)[O-])N(CC1=CC=CC=C1)CC1=CC=CC=C1)F)=O